CN1N=C(C(=C1)C(=O)O)C(F)(F)F 1-methyl-3-(trifluoromethyl)pyrazole-4-carboxylic acid